5'-chloro-2'-{[4-(oxolane-2-carbonyl)piperazin-1-yl]methyl}-7',8'-dihydro-6'H-spiro[cyclohexane-1,9'-furo[2,3-f]quinazoline]-7'-one ClC=1C=C2C(=C3C4(NC(NC13)=O)CCCCC4)OC(=C2)CN2CCN(CC2)C(=O)C2OCCC2